(R)-2-benzyl-4-(3-(((tert-butoxycarbonyl)amino)methyl)bicyclo[1.1.1]pentan-1-yl)-4-oxobutanoic acid C(C1=CC=CC=C1)[C@@H](C(=O)O)CC(=O)C12CC(C1)(C2)CNC(=O)OC(C)(C)C